FC1=CC=C(OC=2C=CC(=NC2)NC(C(C)N2CCN(CC2)C(=O)C2CCOCC2)=O)C=C1 N-(5-(4-fluorophenoxy)pyridin-2-yl)-2-(4-(tetrahydro-2H-pyran-4-carbonyl)piperazin-1-yl)propanamide